2'-Chloro-6-fluoro-5'-(2-(((1r,4r)-4-hydroxy-4-methylcyclohexyl)amino)-1-phenylethyl)-5-(1H-pyrazol-1-yl)-[1,1'-biphenyl]-2-carboxamide trifluoroacetate FC(C(=O)O)(F)F.ClC1=C(C=C(C=C1)C(CNC1CCC(CC1)(C)O)C1=CC=CC=C1)C=1C(=CC=C(C1F)N1N=CC=C1)C(=O)N